N(=[N+]=[N-])CCCCOCC1=NN(C(=C1C1=CC=C(C=C1)NC(=O)[C@H](C(C1CC1)C1CC1)NC(=O)C=1N(N=CC1)C)C)COCC[Si](C)(C)C N-[(1S)-1-[[4-[3-(4-azidobutoxymethyl)-5-methyl-1-(2-trimethylsilylethoxymethyl)pyrazol-4-yl]phenyl]carbamoyl]-2,2-dicyclopropyl-ethyl]-2-methyl-pyrazole-3-carboxamide